C1(CCCCCCC1)N1C(C2=CC=CC=C2C1)=N 2-(cyclooctyl)isoindoline-1-imine